C(C=C)(=O)OC(C)(CC(C)C)C 2,4-dimethyl-2-pentyl acrylate